4-(5-methyl-1-benzofuran-3-yl)piperidine CC=1C=CC2=C(C(=CO2)C2CCNCC2)C1